OCCNC(CN(C1=CC=C2C(=CC(OC2=C1)=O)C1=C(C=CC=C1)C)C)=O N-(2-hydroxyethyl)-2-(methyl(2-oxo-4-(o-tolyl)-2H-chromen-7-yl)amino)acetamide